4-(((1r,4r)-4-((E)-4-(benzyloxy)but-1-en-1-yl)cyclohexyl)oxy)-1-bromo-2-methylbenzene C(C1=CC=CC=C1)OCC/C=C/C1CCC(CC1)OC1=CC(=C(C=C1)Br)C